tert-butyl 4-(2-oxo-2,3-dihydro-1H-imidazo[4,5-b]pyridin-1-yl)piperidine-1-carboxylate O=C1N(C=2C(=NC=CC2)N1)C1CCN(CC1)C(=O)OC(C)(C)C